O=C1NCC2=CC=CCC12 dihydro-3-oxo-1H-isoindol